(3R,4S)-3,4-diethyltetrahydrofuran-3,4-diol C(C)[C@]1(COC[C@@]1(O)CC)O